(2S)-N-[(1S)-1-cyano-2-[(3S)-2-oxopyrrolidin-3-yl]ethyl]-4-methyl-2-[[(E)-3-phenylprop-2-enoyl]amino]pentanamide C(#N)[C@H](C[C@H]1C(NCC1)=O)NC([C@H](CC(C)C)NC(\C=C\C1=CC=CC=C1)=O)=O